1-Undecyl-2-butylpyrrolium fluorid [F-].C(CCCCCCCCCC)[NH+]1C(=CC=C1)CCCC